CN(NCC=1C(=NC(=CC1)C(F)(F)F)C)C(=O)C1CC1 N-methyl-N'-[[2-methyl-6-(trifluoromethyl)-3-pyridyl]methyl]cyclopropanecarbohydrazide